C([O-])([O-])=O.[Sr+].[O-2].[Fe+3] ferric oxide strontium carbonate